C(CCC)C=1OC2=C(C1C(C1=CC(=C(C(=C1)I)O)I)=O)C=CC=C2 2-butyl-3-(4-hydroxy-3,5-diiodobenzoyl)-benzofuran